C(=O)O.FC1=C(C(=O)N(C2=NC=CC3=CC=CC(=C23)C)[C@H]2CN(CCC2)C(=O)OC(C)(C)C)C=CC(=C1)C=1C=NN(C1C1=CC=CC=C1)C tert-butyl (R)-3-(2-fluoro-4-(1-methyl-5-phenyl-1H-pyrazol-4-yl)-N-(8-methylisoquinolin-1-yl) benzamido)piperidine-1-carboxylate formate salt